6-chloro-3-(((R)-1-(3,6-dimethyl-2-((1R,5S,6S)-6-(6-methylpyridin-3-yl)-3-azabicyclo[3.1.0]hexan-3-yl)-4-oxo-3,4-dihydroquinazolin-8-yl)ethyl)amino)-N-(methylsulfonyl)picolinamide ClC1=CC=C(C(=N1)C(=O)NS(=O)(=O)C)N[C@H](C)C=1C=C(C=C2C(N(C(=NC12)N1C[C@@H]2C([C@@H]2C1)C=1C=NC(=CC1)C)C)=O)C